ClC1=C(C(=CC=C1)Cl)NC(=O)C=1C(=NC(=NC1)NC=1C=NN(C1)[C@@H]1CCN(CCC1)C(=O)OC(C)(C)C)OC tert-butyl (S)-4-(4-((5-((2,6-dichlorophenyl)carbamoyl)-4-methoxypyrimidin-2-yl)amino)-1H-pyrazol-1-yl)azepane-1-carboxylate